methylmethylbenzene CC1=C(C=CC=C1)C